CCC(C(=O)O)(C)OC1=C(C=C(C=C1C(C)(C)C)C)C methyl-2-(2,4-dimethyl-6-tert-butylphenoxy)-2-methylpropanoic acid